C1(CC1)N1CCN(CC1)C1CCN(CC1)C1=C(C=C(C(=C1)OC)NC1=NC=NC(=C1)N1OCC[C@@H]1C1=CC(=CC=C1)OC1=CC(=CC=C1)C(F)(F)F)NC(C=C)=O (R)-N-(2-(4-(4-cyclopropylpiperazin-1-yl)piperidin-1-yl)-4-methoxy-5-((6-(3-(3-(3-(trifluoromethyl)phenoxy)phenyl)isoxazolidin-2-yl)pyrimidin-4-yl)amino)phenyl)acrylamide